C(C)NCCNC(CCCCCCCCCCCCCCC)=O N-[2-(ethylamino)ethyl]hexadecanoic amide